CN(CC(=O)N1CCC(CC1)C=1C=C2C(=C(NC2=CC1)C=1C=C2C(=NC1)NN=C2)C(C)C)C 2-(dimethylamino)-1-(4-(3-isopropyl-2-(1H-pyrazolo[3,4-b]pyridin-5-yl)-1H-indol-5-yl)piperidin-1-yl)ethan-1-one